(R)-4-((6-(2-hydroxy-6-methyl-4-(trifluoromethyl)phenyl)-2H-pyrazolo[3,4-b]pyridin-2-yl)methyl)-5,5-dimethylpyrrolidin-2-one OC1=C(C(=CC(=C1)C(F)(F)F)C)C=1C=CC=2C(N1)=NN(C2)C[C@H]2CC(NC2(C)C)=O